9-azabicyclo[3.3.1]nonane-3-one C12CC(CC(CCC1)N2)=O